C(C)(C)(C)OC(=O)NCC(=O)OCC=1SC(=NN1)C1=CC=C(C=C1)N1CCC(CC1)OC1=C(C=CC(=C1)F)Cl (5-(4-(4-(2-chloro-5-fluorophenoxy)piperidin-1-yl)phenyl)-1,3,4-thiadiazol-2-yl)methyl (tert-butoxycarbonyl)glycinate